pentaerythritol dicaprylate C(CCCCCCC)(=O)OCC(COC(CCCCCCC)=O)(CO)CO